N1(CCCCC1)CCCOC1=CC=C(C=C1)B(O)O (4-[3-(PIPERIDIN-1-YL)PROPOXY]PHENYL)BORANEDIOL